1-(4-(4-((3-chloro-4-(pyridin-2-ylmethoxy)phenyl)amino)-6-(4-(4-methylpiperazin-1-yl)phenyl)-7H-pyrrolo[2,3-d]pyrimidin-5-yl)piperidin-1-yl)prop-2-en-1-one ClC=1C=C(C=CC1OCC1=NC=CC=C1)NC=1C2=C(N=CN1)NC(=C2C2CCN(CC2)C(C=C)=O)C2=CC=C(C=C2)N2CCN(CC2)C